C(C)(C)(C)OC(=O)N1CC(=CC1)C=1C2=C(N=C(N1)N1CCOCC1)N(CC2)C2=CC=CC=C2 3-(2-morpholino-7-phenyl-6,7-dihydro-5H-pyrrolo[2,3-d]pyrimidin-4-yl)-2,5-dihydro-1H-pyrrole-1-carboxylic acid tert-butyl ester